1-ethyl-6-(6-oxo-1H-1,2-diazepin-3-yl)-3-[[2-(thian-4-ylidene)ethylidene]methylidene]indol-2-one C(C)N1C(C(C2=CC=C(C=C12)C1=NNCC(C=C1)=O)=C=CC=C1CCSCC1)=O